OB1C2=C(C=NO1)C=C(C=C2)C2=C(C=CC=C2)NC(C)C=2C=C(C=C1C(C(=C(OC21)C2=CC=CC=C2)C)=O)C 8-(1-((2-(1-hydroxy-1H-benzo[d][1,2,6]oxazaborinin-6-yl)phenyl)amino)ethyl)-3,6-dimethyl-2-phenyl-4H-chromen-4-one